ClC1=NC=CC(=C1)COC 2-chloro-4-(methoxymethyl)pyridine